NCCS Cysteamine